FC=1C(=NC=NC1C)N1CCN(CC1)CC=1OC2=C(N1)C=CC=C2 2-((4-(5-fluoro-6-methylpyrimidin-4-yl)piperazin-1-yl)methyl)benzo[d]oxazole